ClC1=C(C(=CC=C1)N1CCN(CC1)C(C)C)NC(=O)N1C[C@](CC1)(C1=CC=CC=C1)C (R)-N-(2-chloro-6-(4-isopropylpiperazin-1-yl)phenyl)-3-methyl-3-phenylpyrrolidine-1-carboxamide